ClC=1C=NC(=NC1)OC1=C(C(=CC=C1)F)C1=CC(=NO1)C(F)F 5-chloro-2-[2-[3-(difluoromethyl)-5-isoxazolyl]-3-fluorophenoxy]pyrimidine